C1=C(C=CC=2C3=CC=C4C=CC=CC4=C3C=CC12)S(=O)(=O)[O-] chrysene-2-sulfonate